C(=O)(O)C[C@]12CCC(C=C1CC[C@H]1[C@@H]3CCC([C@@]3(C)CC[C@H]21)=O)=O 19-carboxyandrosta-4-ene-3,17-dione